1-(3-((2-((2-cyclopropyl-4-(piperazin-1-yl)phenyl)amino)-5-(trifluoromethyl)pyrimidin-4-yl)amino)propyl)piperidin-2-one C1(CC1)C1=C(C=CC(=C1)N1CCNCC1)NC1=NC=C(C(=N1)NCCCN1C(CCCC1)=O)C(F)(F)F